5-chloro-2-(((3S,4S)-3-hydroxy-3-(hydroxymethyl)-4-(4-(trifluoromethyl)phenoxy)pyrrolidin-1-yl)sulfonyl)benzonitrile ClC=1C=CC(=C(C#N)C1)S(=O)(=O)N1C[C@@]([C@H](C1)OC1=CC=C(C=C1)C(F)(F)F)(CO)O